C(C)N(C=1C(=C(C(=C2C=NNC12)C1=CC=C2C(=N1)SC(=N2)NC(=O)C2C(C2)F)SC)F)C N-(5-(7-(ethyl(methyl)amino)-6-fluoro-5-(methylthio)-1H-indazol-4-yl)thiazolo[5,4-b]pyridin-2-yl)-2-fluorocyclopropane-1-carboxamide